3-(1-(3,4,5-trimethoxyphenyl)-1H-benzo[d]imidazol-2-yl)phenol COC=1C=C(C=C(C1OC)OC)N1C(=NC2=C1C=CC=C2)C=2C=C(C=CC2)O